FC1(CCN(CC1)C=1N=C(C2=C(N1)N=CC=C2)NCC=2C(=NC=CC2)C(F)(F)F)F 2-(4,4-difluoropiperidin-1-yl)-N-((2-(trifluoromethyl)pyridin-3-yl)methyl)pyrido[2,3-d]pyrimidin-4-amine